COC1=NC=C(C2=CC=CC=C12)C(C(=O)OC(C)(C)C)NC tert-Butyl 2-(1-methoxyisoquinolin-4-yl)-2-(methylamino)acetate